C(C)NC(=O)NC1=NC=CC(=C1)CC1CCN(CC1)C=1C(=NC(=CC1)C=1NC=CN1)F 1-ethyl-3-(4-((1-(2-fluoro-6-(1H-imidazol-2-yl)pyridin-3-yl)piperidin-4-yl)methyl)pyridin-2-yl)urea